tert-butyl-2-(tert-butoxycarbonylamino)-3-iodo-4,6,7,8-tetrahydropyrazolo[1,5-a][1,4]diazepine-5-carboxylate C(C)(C)(C)OC(=O)N1CC=2N(CCC1)N=C(C2I)NC(=O)OC(C)(C)C